2,2-bis-hydroxymethylbutanol tris-[3-(1-aziridinyl)propionate] N1(CC1)CCC(=O)O.N1(CC1)CCC(=O)O.N1(CC1)CCC(=O)O.OCC(CO)(CC)CO